N-(5-(7'-Fluoro-3-(4-fluorophenyl)-3'-methyl-2'-oxo-2',3'-dihydrospiro[cyclobutane-1,1'-pyrrolo[2,3-c]quinolin]-8'-yl)-2-(2-(isopropylamino)ethoxy)pyridin-3-yl)methanesulfonamide FC=1C(=CC=2C3=C(C=NC2C1)N(C(C31CC(C1)C1=CC=C(C=C1)F)=O)C)C=1C=C(C(=NC1)OCCNC(C)C)NS(=O)(=O)C